4-(β-Carbolin-1-yl)-4-oxobutanoic acid C1(=NC=CC=2C3=CC=CC=C3NC12)C(CCC(=O)O)=O